ClC(C1=NC(=NO1)C1=CC=C(CNC=2CCC2NC=2C=NOC2)C=C1)(F)F 3-((4-(5-(chlorodifluoromethyl)-1,2,4-oxadiazol-3-yl)benzyl)amino)-4-(isoxazol-4-ylamino)cyclobut-3-ene